FC=1C(=NC(=NC1)N1CC(NCCC1)C(C)C)NC=1C=C2C=NNC2=CC1 N-(5-fluoro-2-(3-isopropyl-1,4-diazepan-1-yl)pyrimidin-4-yl)-1H-indazol-5-amine